CC(C)NC1=CC=C(C=C1)F fluoro-N-isopropylaniline